[N+](=O)([O-])C1=CC=C(CN(C(O)=N)C(C)C)C=C1 N-p-nitrobenzyl-isopropyl-isourea